(R)-N-(5-(5-isopropyl-1,2,4-oxadiazol-3-yl)-2,3-dihydro-1H-inden-1-yl)-1-methyl-1H-pyrazole-4-carboxamide C(C)(C)C1=NC(=NO1)C=1C=C2CC[C@H](C2=CC1)NC(=O)C=1C=NN(C1)C